2-(3-fluoro-2,6-dimethylpyridin-4-yl)-3-isopropyl-5-(1-(oxetan-3-yl)piperidin-4-yl)-1H-indole FC=1C(=NC(=CC1C=1NC2=CC=C(C=C2C1C(C)C)C1CCN(CC1)C1COC1)C)C